N-(5-(2-butyl-1-oxo-1,2-dihydroisoquinolin-7-yl)pyrimidin-2-yl)pentanamide C(CCC)N1C(C2=CC(=CC=C2C=C1)C=1C=NC(=NC1)NC(CCCC)=O)=O